C(C)(=O)[O-].C(C)(=O)[O-].[Cu+2].O oxidane copper (2+) diacetate